COCCC(=O)N1CC(OCC1)CNC(C)=O N-((4-(3-methoxypropanoyl)morpholin-2-yl)methyl)acetamide